Cl.CS(=O)(=O)C1=CC=C(C=C1)C1=C(C=CC(=N1)N)SC 6-(4-methanesulfonylphenyl)-5-(methylsulfanyl)pyridin-2-amine hydrochloride